4-Phenyl-1-((1-(2-phenylpiperazine-1-carbonyl)piperidin-4-yl)methyl)pyridin-2(1H)-one C1(=CC=CC=C1)C1=CC(N(C=C1)CC1CCN(CC1)C(=O)N1C(CNCC1)C1=CC=CC=C1)=O